5-(4-((3-Ethyl-6-fluoro-1-methyl-4-oxo-1,3,4,5-tetrahydropyrazolo[3,4,5-de]quinazolin-7-yl)methyl)piperazin-1-yl)-N,6-dimethylpicolinamide C(C)N1C(NC=2C(=C(C=C3C2C1=NN3C)CN3CCN(CC3)C=3C=CC(=NC3C)C(=O)NC)F)=O